N=1C(CC=C(C1)C(=O)[O-])C(=O)[O-] Pyridine-2,5(3H)-dicarboxylate